(R)-N-(2-amino-1-(3-chlorophenyl)-ethyl)-1-(2-((4-fluoro-phenyl)-amino)-5-methyl-pyrimidin-4-yl)-1H-imidazole-4-carboxamide NC[C@@H](C1=CC(=CC=C1)Cl)NC(=O)C=1N=CN(C1)C1=NC(=NC=C1C)NC1=CC=C(C=C1)F